FC1=C(C(=NN1C)C)C(=O)NC1=C(C=CC=C1)C1=CC=C(C=C1)C#CC 5-fluoro-1,3-Dimethyl-N-[4'-(prop-1-yn-1-yl)biphenyl-2-yl]-1H-pyrazole-4-carboxamide